4-[[4-(methylamino)-2-methylsulfanyl-pyrimidin-5-yl]methylamino]-3,4-dihydro-1H-isoquinoline-2-carboxylic acid tert-butyl ester C(C)(C)(C)OC(=O)N1CC2=CC=CC=C2C(C1)NCC=1C(=NC(=NC1)SC)NC